quinolonealdehyde N1C(C(=CC2=CC=CC=C12)C=O)=O